C(C)(=O)OC(C)CCC=C(C)C 6-METHYL-5-HEPTEN-2-YL ACETATE